4-(5-[3-(piperazin-1-yl)phenyl]thiophen-2-ylmethyl)-2,4-dihydro-3H-1,2,4-triazol-3-one hydrochloride Cl.N1(CCNCC1)C=1C=C(C=CC1)C1=CC=C(S1)CN1C(NN=C1)=O